propionamide, hydrochloride Cl.C(CC)(=O)N